ethyl (3R,4R,5S)-4-acetamido-5-amino-3-pentan-3-yloxycyclohex-1-ene-1-carboxylate C(C)(=O)N[C@H]1[C@@H](C=C(C[C@@H]1N)C(=O)OCC)OC(CC)CC